3,4-difluoro-2-(2-fluoro-4-iodoanilino)-5-[[methoxy-[2-[(2-methylpropan-2-yl)oxycarbonyl-(methylsulfamoyl)amino]acetyl]amino]methyl]benzoic acid FC=1C(=C(C(=O)O)C=C(C1F)CN(C(CN(S(NC)(=O)=O)C(=O)OC(C)(C)C)=O)OC)NC1=C(C=C(C=C1)I)F